ClC1=CC=C2C=C(C(=NC2=C1)OC)C1=CN=C(N1)[C@H](CCCCCC(CC)=O)NC(=O)[C@H]1CC12CCN(CC2)C (S)-N-((S)-1-(5-(7-chloro-2-methoxyquinolin-3-yl)-1H-imidazol-2-yl)-7-oxononyl)-6-methyl-6-azaspiro[2.5]octane-1-carboxamide